4-(5,7-dihydroxy-4-oxo-2,3-dihydro-4H-chromen-2-yl)phenolate OC1=C2C(CC(OC2=CC(=C1)O)C1=CC=C(C=C1)[O-])=O